6-((4-((2-cyclopropyl-4-phenylthiazol-5-yl)oxy)pyridin-2-yl)amino)picolinic acid C1(CC1)C=1SC(=C(N1)C1=CC=CC=C1)OC1=CC(=NC=C1)NC1=CC=CC(=N1)C(=O)O